ClC=1C=C(C=CC1)C1=C(C(=CC=C1)C[C@@H]1N(C[C@@H]([C@@H]1NS(=O)(=O)CC)F)C(=O)N(C)C)F (2S,3R,4S)-2-[(3'-chloro-2-fluoro[1,1'-biphenyl]-3-yl)methyl]-3-[(ethanesulfonyl)-amino]-4-fluoro-N,N-dimethylpyrrolidine-1-carboxamide